C1(C2C3=C(COC2CCC1)C=CC=C3)O hexahydrobenzo[c]chromen-1-ol